CN(S(=O)(=O)C=1C=C(C=C2C=NNC12)C)CC1=NOC(=C1)C1=CC(N(C=C1)C)=O N,5-dimethyl-N-((5-(1-methyl-2-oxo-1,2-dihydropyridin-4-yl)isoxazol-3-yl)methyl)-1H-indazole-7-sulfonamide